C(C)(C)(C)OC(=O)N1CC(=CC1)C=1N=C(C=2CCCCC2C1)OC 3-(1-methoxy-5,6,7,8-tetrahydroisoquinolin-3-yl)-2,5-dihydro-1H-pyrrole-1-carboxylic acid tert-butyl ester